6-(3-(2,6-Dioxopiperidin-3-yl)-2-oxo-2,3-dihydrobenzo[d]oxazol-7-yl)hexanal O=C1NC(CCC1N1C(OC2=C1C=CC=C2CCCCCC=O)=O)=O